(1S,6S)-6-[(4S,5S)-4,5-diphenyl-1,3,2-dioxaborolan-2-yl]bicyclo[4.1.0]heptan-3-one C1(=CC=CC=C1)[C@@H]1OB(O[C@H]1C1=CC=CC=C1)[C@]12CCC(C[C@@H]2C1)=O